dimethylhydroxylamine hydrofluoride salt F.CN(O)C